tert-butyl-4-(4,4,5,5-tetramethyl-1,3,2-dioxaborolan-2-yl)-3,6-dihydro-2H-pyridine ammonium carbonate C([O-])([O-])=O.[NH4+].C(C)(C)(C)C1NCC=C(C1)B1OC(C(O1)(C)C)(C)C.[NH4+]